2-amino-4,7-dihydro-4-oxo-3H-pyrrolo[2,3-d]pyrimidine-5-carbonitrile NC=1NC(C2=C(N1)NC=C2C#N)=O